Br\C=C/1\C(N(C(N1CCC(=O)O)=O)CC=1C=NC=NC1)=O (Z)-3-(5-(bromomethylene)-2,4-dioxo-3-(pyrimidin-5-ylmethyl)imidazolidin-1-yl)propanoic acid